CN1CCN(CC1)C1CCN(CC1)C1=CC=C(C=C1)NC1=NC=CC(=N1)NC1=NC(=NC=C1)C1=NC(=CC=C1)C N2-[4-[4-(4-methylpiperazin-1-yl)-1-piperidyl]phenyl]-N4-[2-(6-methyl-2-pyridyl)pyrimidin-4-yl]pyrimidine-2,4-diamine